ClC=1C=C(C=C2C(=C(C=NC12)C#N)NCC(C)(C)C)N[C@H](C=1N=NN(C1)C1(CC1)C(F)(F)F)C1=C2C=CC=NC2=C(C=C1)F (S)-8-chloro-6-(((8-fluoroquinolin-5-yl)(1-(1-(trifluoromethyl)cyclopropyl)-1H-1,2,3-triazol-4-yl)methyl)amino)-4-(neopentylamino)quinoline-3-carbonitrile